FC1(CC(C1)C(=O)N1C[C@@H](N(C[C@H]1CC)C(=O)OC(C)(C)C)C)F tert-Butyl (2S,5R)-4-(3,3-difluorocyclobutane-1-carbonyl)-5-ethyl-2-methylpiperazine-1-carboxylate